C(CCCCCCCCC)N(C(CCCCCCCN(CCO)CCCCCCCC(=O)N(C)CCCCCCCCCC)=O)CCCCCCCCCC N,N-didecyl-8-((8-(decyl-(methyl)amino)-8-oxooctyl)(2-hydroxyethyl)amino)octanoamide